FC(C=1C(=C(C=CC1)[C@@H](C)NC=1C2=C(N=C(N1)C)NC(C(=C2)C2CCSCC2)=O)F)F (R)-4-((1-(3-(difluoromethyl)-2-fluorophenyl)ethyl)amino)-2-methyl-6-(tetrahydro-2H-thiopyran-4-yl)pyrido[2,3-d]pyrimidin-7(8H)-one